2-nitroacridine-9-amine [N+](=O)([O-])C1=CC2=C(C3=CC=CC=C3N=C2C=C1)N